C[C@]1(O)[C@H](OC(C)=O)[C@@H](OS(=O)(=O)O)[C@H](OC(C)=O)[C@H](O1)C(=O)OC1=CC=C(C=C1)OC 4-Methoxyphenyl (methyl 2,4-di-O-acetyl-3-O-sulfo-β-D-glucopyranuronate)